1,4-bis[4-(6-acryloyloxyhexyloxy)benzoyloxy]2-methylbenzene C(C=C)(=O)OCCCCCCOC1=CC=C(C(=O)OC2=C(C=C(C=C2)OC(C2=CC=C(C=C2)OCCCCCCOC(C=C)=O)=O)C)C=C1